4-[4-cyano-4-(thiophen-2-yl)cyclohexyl]-1,4-diazepan-1-carboxylic acid ethyl ester C(C)OC(=O)N1CCN(CCC1)C1CCC(CC1)(C=1SC=CC1)C#N